CC1(OC[C@H](O1)COC=1C(=CC(=C(C1)N1CCNCC1)F)F)C (R)-1-(5-((2,2-dimethyl-1,3-dioxolan-4-yl)methoxy)-2,4-difluoro-phenyl)piperazine